7-{[(3S)-3-(2,3-Dichloro-6-fluorophenyl)-1-(prop-2-enoyl)pyrrolidin-3-yl]amino}-2-methyl-3,4-dihydroisoquinolin-1-one ClC1=C(C(=CC=C1Cl)F)[C@@]1(CN(CC1)C(C=C)=O)NC1=CC=C2CCN(C(C2=C1)=O)C